ClC=1N=C(N2N=C(N=CC21)NC2CCN(CC2)S(=O)(=O)C)C2(CC2)CC 5-Chloro-7-(1-ethylcyclopropyl)-N-(1-(methylsulfonyl)piperidin-4-yl)imidazo[5,1-f][1,2,4]triazin-2-amine